5-(4-(dimethylamino)benzoyl)-3-methyl-4,5,6,7-tetrahydrothieno[3,2-c]pyridine-2-carboxylic acid CN(C1=CC=C(C(=O)N2CC3=C(CC2)SC(=C3C)C(=O)O)C=C1)C